ClC=1C=C(C=CC1F)NC(N(C)[C@@H]1COCC=2N(C(C=3C=C(C(=CC3C21)F)F)=O)C)=O (S)-3-(3-chloro-4-fluorophenyl)-1-(8,9-difluoro-5-methyl-6-oxo-1,4,5,6-tetrahydro-2H-pyrano[3,4-c]isoquinolin-1-yl)-1-methylurea